O=C1NC(CCC1N1C2=C(C3=CC=C(C=C13)CCCOCCOCC=O)C=CC=N2)=O 2-(2-[3-[9-(2,6-dioxopiperidin-3-yl)-9H-pyrido[2,3-b]indol-7-yl]propoxy]ethoxy)acetaldehyde